N-(3-chloro-2-fluorophenyl)-1-((5-fluoropyridin-3-yl)methyl)-1H-1,2,4-triazole-3-carboxamide ClC=1C(=C(C=CC1)NC(=O)C1=NN(C=N1)CC=1C=NC=C(C1)F)F